C(CCCC(=O)O)(=O)O.IC1C(=O)NC(C1)=O iodo-succinimide glutarate